CC(C)=CCOC(CCCCCCCCCCCCCCC)=O 2-methyl-4-palmitoyloxy-2-butene